C(C)(=O)NC1=CC=C(C=C1)S(=O)(=O)N=[N+]=[N-] p-acetamidobenzenesulfonyl azide